Racemic-1-(1-(7,8-difluoro-1-oxo-1,2-dihydroisoquinolin-4-yl)ethyl)-3-(3-(difluoromethyl)-4-fluorophenyl)-1-methylurea FC1=CC=C2C(=CNC(C2=C1F)=O)[C@@H](C)N(C(=O)NC1=CC(=C(C=C1)F)C(F)F)C |r|